7-acetyl-6-methyl-2-[4-(2-methyl-1,2,3,4-tetraazacyclopentan-5-yl)bicyclo[2.2.2]octan-1-yl]-3-(trideuteromethyl)-3,4-dihydrothieno[3,2-d]pyrimidin-4-one C(C)(=O)C1=C(SC2=C1N=C(N(C2=O)C([2H])([2H])[2H])C21CCC(CC2)(CC1)C1NNN(N1)C)C